(dioxo)osmium O=[Os]=O